ClC1=NC=2N(C(=C1)NCC1=C(C=C(C=C1F)C1=CC=CC=C1)F)N=CC2C2CC2 5-chloro-3-cyclopropyl-N-((3,5-difluoro-[1,1'-biphenyl]-4-yl)methyl)pyrazolo[1,5-a]pyrimidin-7-amine